4-[5-methyl-1-[4-(trifluoromethyl)phenyl]pyrazol-3-yl]piperidine CC1=CC(=NN1C1=CC=C(C=C1)C(F)(F)F)C1CCNCC1